C(N)(=O)N1CCC(CC1)CC(=O)O 2-(1-carbamoylpiperidin-4-yl)acetic acid